C(CCCCCCC)OC(C)=O.C(CC\C=C\CCCCC)=O (e)-4-decenal octyl-acetate